[N+](=O)([O-])C1N(N(C(=C1C)[N+](=O)[O-])C)N[N+](=O)[O-] 3,5-dinitro-4-methylnitramino-1-methyl-1H-pyrazole